1-(4-methoxyphenylethynyl)-2-naphthol COC1=CC=C(C=C1)C#CC1=C(C=CC2=CC=CC=C12)O